acetic acid 1-(4-(1-(2,6-dichlorophenyl) azetidin-3-yl)-3,5-dimethylbenzyl)-3-methylazetidin-3-yl ester ClC1=C(C(=CC=C1)Cl)N1CC(C1)C1=C(C=C(CN2CC(C2)(C)OC(C)=O)C=C1C)C